C(C)OC(=O)C1=NN(C(=C1NC(C)=O)C)C1OCCCC1.BrC1=CC(=CC=2C(OC(=NC21)C=2N(N=C(C2)Br)C2=NC=CC=C2Cl)=O)C(F)(F)F 8-bromo-2-[5-bromo-2-(3-chloro-2-pyridyl)pyrazol-3-yl]-6-(trifluoromethyl)-3,1-benzoxazin-4-one Ethyl-4-acetamido-5-methyl-1-(tetrahydro-2H-pyran-2-yl)-1H-pyrazole-3-carboxylate